NC=1C(=NC(=C(C1)C(F)(F)F)C1CC1)C(=O)NCC(C(F)(F)F)(C)O 3-Amino-6-cyclopropyl-N-(3,3,3-trifluoro-2-hydroxy-2-methylpropyl)-5-(trifluoromethyl)picolinamide